[3-fluoro-5-(1,1,2,2,3,3,3-heptafluoropropyl)-2-pyridyl]-5-nitro-2-(1-tetrahydropyran-4-yltetrazol-5-yl)sulfanyl-benzamide FC=1C(=NC=C(C1)C(C(C(F)(F)F)(F)F)(F)F)C=1C(=C(C(=O)N)C=C(C1)[N+](=O)[O-])SC1=NN=NN1C1CCOCC1